CC=1C=C(C=NC1C)/C=C/C(=O)C1=C(C2=C(NC1=O)SC=C2)SC (E)-5-(3-(5,6-dimethylpyridin-3-yl)acryloyl)-4-methylthiothieno[2,3-b]pyridin-6(7H)-one